(S)-2-(((S)-6,8-difluoro-1,2,3,4-tetrahydronaphthalen-2-yl)amino)-N-(1-(2-methyl-1-(neopentyl-amino)propan-2-yl)-1H-imidazol-4-yl)pentanamide FC=1C=C2CC[C@@H](CC2=C(C1)F)N[C@H](C(=O)NC=1N=CN(C1)C(CNCC(C)(C)C)(C)C)CCC